(1s,3s)-3-(3-(2-(ethoxymethoxy)-6-methyl-4-(trifluoromethyl)phenyl)-6,7-dihydropyrido[2,3-c]pyridazin-8(5H)-yl)-1-methylcyclobutan-1-ol C(C)OCOC1=C(C(=CC(=C1)C(F)(F)F)C)C1=CC2=C(N=N1)N(CCC2)C2CC(C2)(O)C